CC1(OB(OC1(C)C)C1=CC(=CC=C1)C1=CC=2C3=CC=CC=C3C3=CC=CC=C3C2C=C1)C 4,4,5,5-tetramethyl-2-(3-(triphenylen-2-yl)phenyl)-1,3,2-dioxaborolan